3-((5,5-dimethyltetrahydrofuran-3-yl)oxy)-1-(methyl-d3)-4-nitro-1H-pyrazole CC1(CC(CO1)OC1=NN(C=C1[N+](=O)[O-])C([2H])([2H])[2H])C